(S)-2-aminobutanamide hydrochloride Cl.N[C@H](C(=O)N)CC